BrC=1C=CC(=NC1)[C@H]1N([C@@H](CC2=C3C(=CC=C12)N(N=C3)C3OCCCC3)C)CC(F)F (6s,8r)-6-(5-bromopyridin-2-yl)-7-(2,2-difluoroethyl)-8-methyl-3-(tetrahydro-2H-pyran-2-yl)-6,7,8,9-tetrahydro-3H-pyrazolo[4,3-f]isoquinoline